4-[1-(4-cyclopropyl-5-fluoro-pyrimidin-2-yl)-4-methoxy-piperidine-4-carbonyl]-3,5-dihydro-2H-pyrido[3,4-f][1,4]oxazepine-9-carbonitrile C1(CC1)C1=NC(=NC=C1F)N1CCC(CC1)(C(=O)N1CCOC2=C(C1)C=NC=C2C#N)OC